ClC1=CC(=C(C=C1)OCC)\C=C\OC (E)-4-chloro-1-ethoxy-2-(2-methoxyvinyl)benzene